BrC1=CC=C2C(=N1)C(CN2C2CCCC2)(C)C 5-bromo-1-cyclopentyl-3,3-dimethyl-2,3-dihydro-1H-pyrrolo[3,2-b]pyridine